N-(1-(3-hydroxy-4-(trifluoromethyl)phenyl)-3-methyl-1H-pyrazolo[3,4-b]pyridin-5-yl)acrylamide OC=1C=C(C=CC1C(F)(F)F)N1N=C(C=2C1=NC=C(C2)NC(C=C)=O)C